C1(CC1)C1(CN(C1)C1=NC=NC2=C1SC=1N=NC(=C(C12)C)C)O 3-cyclopropyl-1-(3,4-dimethylpyrimido[4',5':4,5]thieno[2,3-c]pyridazin-8-yl)azetidin-3-ol